N1=C(C=CC=C1)NC(=O)NC1CNCC1 (pyridin-2-yl)-3-(pyrrolidin-3-yl)urea